C(C1=CC=CC=C1)NC([C@H](CSSC(C)(C)C)NC(OC(C)(C)C)=O)=O (R)-tert-butyl (1-(benzylamino)-3-(tert-butyldisulfanyl)-1-oxopropan-2-yl)carbamate